ClN1C(C(CC1=O)Br)=O N-chloro(bromo)succinimide